4,4'-(1-methyl-1H-pyrrole-2,5-diyl)bis[benzeneamine] CN1C(=CC=C1C1=CC=C(C=C1)N)C1=CC=C(C=C1)N